CN1CC(C1)(C)[C@@](C=1C=CC=NC1)(C1=CC=C(C=C1)C(C)C)O 5-[(R)-(1,3-dimethyl-azetidin-3-yl)-hydroxy-(4-isopropyl-phenyl)-methyl]-pyridin